CN1N=C(C(=C1)NC=1C(=NC(=C(N1)NC)C=1C2=C(C=NC1)N(C=N2)C)C(=O)N)C 3-[(1,3-Dimethylpyrazol-4-yl)amino]-5-(methylamino)-6-(3-methylimidazo[4,5-c]pyridin-7-yl)pyrazin-2-carboxamid